2-((R)-3-chloro-2-methoxypropyl)-3-methylenepyrrolidine-2-carboxylic acid ethyl ester C(C)OC(=O)C1(NCCC1=C)C[C@H](CCl)OC